2,2'-Diamino-6,6'-dimethylbiphenyl NC1=C(C(=CC=C1)C)C1=C(C=CC=C1C)N